2-bromo-6-((R)-1-((S)-1-(4-methoxyphenyl)ethyl)pyrrolidin-2-yl)pyridine BrC1=NC(=CC=C1)[C@@H]1N(CCC1)[C@@H](C)C1=CC=C(C=C1)OC